N[C@H](C(=O)O)CC(C1=C(C=CC=C1)NC1O[C@@H]([C@H]([C@H]([C@H]1O)O)O)CO)=O (2S)-2-amino-4-oxo-4-(2-(((3R,4R,5S,6R)-3,4,5-trihydroxy-6-(hydroxymethyl)tetrahydro-2H-pyran-2-yl)amino)phenyl)butanoic acid